3-(furan-2-yl)propanamide O1C(=CC=C1)CCC(=O)N